5-(oxan-4-yl)-4-oxo-2-{[2-(trimethylsilyl)ethoxy]methyl}-2H,4H,5H-pyrazolo[4,3-c]pyridine-7-carboxylic acid O1CCC(CC1)N1C(C=2C(C(=C1)C(=O)O)=NN(C2)COCC[Si](C)(C)C)=O